FC1([C@H](C12CCN(CC2)S(=O)(=O)N)C=2OC(=NN2)C2=C(C=CC=C2)C)F (2R)-1,1-difluoro-2-[5-(2-methylphenyl)-1,3,4-oxadiazol-2-yl]-6-azaspiro[2.5]octane-6-sulfonamide